tert-Butyl 4-[4-hydroxyphenoxy]azepane-1-carboxylate OC1=CC=C(OC2CCN(CCC2)C(=O)OC(C)(C)C)C=C1